C(C)(C)(C)OC(CN1C(C2=CC=C(C=C2C1=O)C1=NC(=NC=C1Cl)Cl)C)=O 2-[5-(2,5-dichloropyrimidin-4-yl)-1-methyl-3-oxo-2,3-dihydro-1H-isoindol-2-yl]acetic acid tert-butyl ester